C(C)(C)(C)NC(CN(C)C=1C2=C(N=C(N1)C1=NC=CC(=C1)OCC1(CCCC1)O)CCC2)=O N-tert-butyl-2-[(2-{4-[(1-hydroxycyclopentyl)methoxy]pyridin-2-yl}-5H,6H,7H-cyclopenta[d]pyrimidin-4-yl)(methyl)amino]acetamide